(S)-N-benzyloxycarbonyl-5,5-bis(4-benzyloxyphenyl)-4-methyl-oxazolidine C(C1=CC=CC=C1)OC(=O)N1COC([C@@H]1C)(C1=CC=C(C=C1)OCC1=CC=CC=C1)C1=CC=C(C=C1)OCC1=CC=CC=C1